ClC1=NC(=C2N=CN(C2=N1)C(C)C)NCC1=C(C=CC=C1)N1N=C(C=C1)C(C)(C)OC 2-chloro-9-isopropyl-N-(2-(3-(2-methoxypropan-2-yl)-1H-pyrazol-1-yl)benzyl)-9H-purin-6-amine